N[C@H]1CS(C2=C(N(C1=O)CC1=CC=C(C=C1)C1(N=N1)C(F)(F)F)C=C(C(=C2)F)C=2OC(=NN2)C(CC#C)(C)C)(=O)=O (3R)-3-amino-7-[5-(1,1-dimethylbut-3-ynyl)-1,3,4-oxadiazol-2-yl]-8-fluoro-1,1-dioxo-5-[[4-[3-(trifluoromethyl)diazirin-3-yl]phenyl]methyl]-2,3-dihydro-1λ6,5-benzothiazepin-4-one